F[Sb-](F)(F)(F)(F)F.CC1=CC=C(C=C1)[I+]C1=CC=C(C=C1)C(C)C 4-methylphenyl-4-(1-methylethyl)phenyliodonium hexafluoroantimonate